CSC=1C=C(C(=O)N2[C@H](CC=C2)C(=O)OCC)C=CC1 (R)-ethyl 1-(3-(methylthio)benzoyl)-2,3-dihydro-1H-pyrrole-2-carboxylate